COC1=C(C=CC(=C1)[N+](=O)[O-])SCCO 2-(2-methoxy-4-nitro-phenyl)sulfanylethanol